C1(C)=NCCC=2C3=CC=C(OC)C=C3NC12 harmaline